CC=1NC(=C(C(C1C(=O)OC(C)C1=CC=CC=C1)C1=CSC2=C1C=NC=C2)[N+](=O)[O-])C 1,4-Dihydro-2,6-dimethyl-5-nitro-4-[thieno[3,2-c]pyridin-3-yl]-3-pyridinecarboxylic acid, 1-phenylethyl ester